N(=[N+]=[N-])CCOCCOCCN1CCN(CC1)C(=O)OC(C)(C)C tert-Butyl 4-(2-(2-(2-azidoeth-oxy)ethoxy)ethyl)piperazine-1-carboxylate